1-trifluoroacetyl-2-trifluoromethylethane-1,2-dithiol FC(C(=O)C(C(S)C(F)(F)F)S)(F)F